Tert-butyl N-[3-[2-(methylamino)ethoxy]cyclobutyl]carbamate CNCCOC1CC(C1)NC(OC(C)(C)C)=O